ClC1=CC=2N(C(=C1)NCC(C(F)(F)F)C1=NC=C(C=C1)F)C(=CN2)C#N 7-chloro-5-[[3,3,3-trifluoro-2-(5-fluoro-2-pyridyl)propyl]amino]imidazo[1,2-a]pyridine-3-carbonitrile